N-[5-({4-[(2S)-2-[(8-{3-[(dimethylamino)methyl]phenyl}quinazolin-4-yl)amino]propyl]piperazin-1-yl}sulfonyl)-1,3-thiazol-2-yl]-2-methoxyacetamide CN(C)CC=1C=C(C=CC1)C=1C=CC=C2C(=NC=NC12)N[C@H](CN1CCN(CC1)S(=O)(=O)C1=CN=C(S1)NC(COC)=O)C